2-Chloro-5-fluorophenethylamine ClC1=C(CCN)C=C(C=C1)F